FC1=CC=C(C=C1)/C=C/C1=CC(=C(C(=C1C(=O)O)O)CC=C(C)C)OCC(F)(F)F (E)-6-(4-fluorophenylvinyl)-2-hydroxy-3-(3-methylbut-2-en-1-yl)-4-(2,2,2-trifluoroethoxy)benzoic acid